FC(C(=O)[O-])(F)F.C[NH+](C)C Trimethyl-ammonium, 2,2,2-trifluoroacetate salt